ClC[C@H]1CN(C(O1)=O)C1=CC=C(C=C1)N1C(COCC1)=O [4-[(5R)-5-(chloromethyl)-2-oxo-3-oxazolidinyl]phenyl]-3-morpholone